6-METHOXY-N-(4-METHOXYPHENYL)-[1,2,5]OXADIAZOLO[3,4-B]PYRAZIN-5-AMINE COC=1C(=NC=2C(N1)=NON2)NC2=CC=C(C=C2)OC